ClC1=NC=C(C(=N1)N1N=C(C(=C1)C=O)C)F 1-(2-chloro-5-fluoropyrimidin-4-yl)-3-methyl-1H-pyrazole-4-carbaldehyde